COOCCCC butoxy methyl ether